tert-butyl (1R,5S)-3-(2-(2-azidoethoxy)-7-chloro-8-fluoropyrido[4,3-d]pyrimidin-4-yl)-3,8-diazabicyclo[3.2.1]octane-8-carboxylate N(=[N+]=[N-])CCOC=1N=C(C2=C(N1)C(=C(N=C2)Cl)F)N2C[C@H]1CC[C@@H](C2)N1C(=O)OC(C)(C)C